N,N-dimethyl-4-((1'-(2-oxopropyl)spiro[indoline-3,4'-piperidin]-1-yl)sulfonyl)benzenesulfonamide CN(S(=O)(=O)C1=CC=C(C=C1)S(=O)(=O)N1CC2(CCN(CC2)CC(C)=O)C2=CC=CC=C12)C